O1CCC(CC1)N1CC2(C1)CNC2 2-tetrahydropyran-4-yl-2,6-diazaspiro[3.3]heptane